C(C)OC[C@H]([C@H](CC=C)C)S(=O)(=O)N (2S,3S)-1-ETHOXY-3-METHYLHEX-5-ENE-2-SULFONAMIDE